NC1=NN(C=C1Cl)CC(=O)N(CC)CC 2-(3-Amino-4-chloro-pyrazol-1-yl)-N,N-diethyl-acetamide